C1=CC=CC=2C3=CC=CC=C3C(C12)COC(=O)N[C@H](C(=O)O)[C@@H](C1=CC=CC=C1)OC(C)(C)C (2S,3R)-2-((((9H-fluoren-9-yl)methoxy)carbonyl)amino)-3-(tert-butoxy)-3-phenylpropanoic acid